2-amino-1-(6-fluorochroman-2-yl)ethanone hydrochloride Cl.NCC(=O)C1OC2=CC=C(C=C2CC1)F